7-amino-2-(4-methoxybenzyl)-N-methyl-3-oxo-1-(o-tolyl)isoindoline-5-carboxamide NC=1C=C(C=C2C(N(C(C12)C1=C(C=CC=C1)C)CC1=CC=C(C=C1)OC)=O)C(=O)NC